Cl.NCC(C(=O)OCC)(C)CO ethyl 3-amino-2-(hydroxymethyl)-2-methylpropionate hydrochloride